Cl.Cl.ClC=1C=C(C(=NC1)O[C@@H]1CNCC1)C1=C2C(=NC=C1)C=C(S2)CN2C(C1C(C1C2=O)(C)C)=O 3-((7-(5-chloro-2-(((S)-pyrrolidin-3-yl)oxy)pyridin-3-yl)thieno[3,2-b]pyridin-2-yl)methyl)-6,6-dimethyl-3-azabicyclo[3.1.0]hexane-2,4-dione dihydrochloride